1-(4-(2,4-dioxotetrahydropyrimidin-1(2h)-yl)phenyl)piperidine-4-carboxylic acid O=C1N(CCC(N1)=O)C1=CC=C(C=C1)N1CCC(CC1)C(=O)O